(3S)-3-amino-2-hydroxy-N-methyl-4-((S)-2-oxopyrrolidin-3-yl)butanamide trifluoroacetic acid salt FC(C(=O)O)(F)F.N[C@H](C(C(=O)NC)O)C[C@H]1C(NCC1)=O